ClC=1C(=C(CN(C2(CCN(CC2)C(=O)N2N=C(C=C2)C(=O)O)C)C)C=CC1)N1CCCC1 1-(4-((3-chloro-2-(pyrrolidin-1-yl)benzyl)(methyl)amino)-4-methylpiperidine-1-carbonyl)-1H-pyrazole-3-carboxylic acid